(S)-4-(2-(4-(5-chloro-2-(4-(trifluoromethyl)-1H-1,2,3-triazol-1-yl)phenyl)-5-methoxy-2-oxopyridin-1(2H)-yl)-3-phenylpropionamido)-2-fluorobenzoic acid tert-butyl ester C(C)(C)(C)OC(C1=C(C=C(C=C1)NC([C@H](CC1=CC=CC=C1)N1C(C=C(C(=C1)OC)C1=C(C=CC(=C1)Cl)N1N=NC(=C1)C(F)(F)F)=O)=O)F)=O